N1=CN(C2=NC=CC=C21)[C@@H]2C[C@@H](CCC2)NC2=NC=C(C(=N2)C=2C=NN(C2CO)C)C#N 2-(((1R,3S)-3-(3H-imidazo[4,5-b]pyridin-3-yl)cyclohexyl)amino)-4-(5-(hydroxymethyl)-1-methyl-1H-pyrazol-4-yl)pyrimidine-5-carbonitrile